4-{7-[6-cyano-5-(trifluoromethyl)pyridin-3-yl]-8-oxo-6-sulphanylidene-5,7-diazaspiro[3.4]octan-5-yl}-2-fluoro-N-methylbenzamide C(#N)C1=C(C=C(C=N1)N1C(N(C2(CCC2)C1=O)C1=CC(=C(C(=O)NC)C=C1)F)=S)C(F)(F)F